4-{[(1,2-dimethyl-1H-imidazol-4-yl)sulfonyl]amino}-1-{[(2S,3R)-3-ethyl-5-oxopyrrolidin-2-yl]methoxy}-7-(propan-2-yloxy)isoquinoline-6-carboxamide CN1C(=NC(=C1)S(=O)(=O)NC1=CN=C(C2=CC(=C(C=C12)C(=O)N)OC(C)C)OC[C@H]1NC(C[C@H]1CC)=O)C